COC1=CC=C(C=N1)/C=C/C(=O)C1=C(C=CS1)C (E)-5-(3-(6-methoxypyridin-3-yl)acryloyl)-4-methylthiophene